3-methyl-9,10-bis[2-carboxy(4-methyl-4-cyclohexenyl)]carbonyloxyanthracene CC=1C=CC2=C(C3=CC=CC=C3C(=C2C1)OC(=O)C1C(CC(=CC1)C)C(=O)O)OC(=O)C1C(CC(=CC1)C)C(=O)O